Amino-3-(5-hydroxyindolyl)propionic acid NC(C(=O)O)CC=1NC2=CC=C(C=C2C1)O